C(C)(=O)N1CCC(CC1)C/C(/C1=C(C=C(C(=C1)C)Br)F)=N\NC(=O)OC(C)(C)C tert-butyl (E)-2-(2-(1-acetylpiperidin-4-yl)-1-(4-bromo-2-fluoro-5-methylphenyl)ethylidene)hydrazine-1-carboxylate